N-[(1R,2R)-1-(4-benzoylbenzamido)-2,3-dihydro-1H-inden-2-yl]pyridine-4-carboxamide C(C1=CC=CC=C1)(=O)C1=CC=C(C(=O)N[C@H]2[C@@H](CC3=CC=CC=C23)NC(=O)C2=CC=NC=C2)C=C1